2-[(1-acetylpiperidin-4-yl)methyl]-N-{[(2R)-1,4-dioxan-2-yl]methyl}-4-methyl-8-(trifluoromethyl)-4,5-dihydro-2H-furo[2,3-g]indazole-7-carboxamide C(C)(=O)N1CCC(CC1)CN1N=C2C3=C(CC(C2=C1)C)OC(=C3C(F)(F)F)C(=O)NC[C@H]3OCCOC3